(R*)-3-(1H-Indol-4-yl)-N7-methyl-N5-((1S,2S)-2-methylcyclopropyl)-2,3-dihydrobenzofuran-5,7-dicarboxamid N1C=CC2=C(C=CC=C12)[C@H]1COC2=C1C=C(C=C2C(=O)NC)C(=O)N[C@@H]2[C@H](C2)C |o1:9|